2,1-benzoxazole-6-carboxylic acid N=1OC=C2C1C=C(C=C2)C(=O)O